1,1,2,2-tetraiodoethene IC(=C(I)I)I